5-bromo-N2-(5-ethyl-2-methoxy-4-(4-(4-methylpiperazin-1-yl)piperidin-1-yl)phenyl)-N4-(5-(methylsulfonyl)quinoxalin-6-yl)pyrimidine-2,4-diamine BrC=1C(=NC(=NC1)NC1=C(C=C(C(=C1)CC)N1CCC(CC1)N1CCN(CC1)C)OC)NC=1C(=C2N=CC=NC2=CC1)S(=O)(=O)C